COP(=O)(OC)CP(=O)(OC)OC 1,1-bis(dimethylphosphono)methane